C1(CC1)C=1N=CC2=C3C(=CC(=C2C1)S(NCC(C)(C)F)(=O)=O)C(CC3)C(=O)OC methyl 3-cyclopropyl-5-[(2-fluoro-2-methyl-propyl)sulfamoyl]-8,9-dihydro-7H-cyclopenta[h]isoquinoline-7-carboxylate